C(C1=CC=CC=C1)OC1=C(C=C(C[C@]2(COC[C@@H]2CC2=CC(=C(C=C2)OC)OC)C)C=C1)OCCC1=CC=CC=C1 (3R,4R)-3-(4-(benzyloxy)-3-phenethoxybenzyl)-4-(3,4-dimethoxybenzyl)-3-methyldihydrofuran